ClC1=C(OC=2C=C3C=CNC(C3=CC2)=O)C(=CC(=C1)[N+](=O)[O-])Cl 6-(2,6-dichloro-4-nitrophenoxy)isoquinolin-1(2H)-one